COC(=O)C=1C=2C=C(N(C2C=C(C1)F)S(=O)(=O)CC1=CC=CC=C1)C1(N(CCC1)CC(=O)OC(C)(C)C)C 2-(1-(2-(tert-butyloxy)-2-oxo-ethyl)-2-methylpyrrolidine-2-yl)-6-fluoro-1-toluenesulfonyl-1H-indole-4-carboxylic acid methyl ester